ClC=1N(C2=C(C(=CC=C2C1SC1=CC=CC(=N1)C1(CC1)C(=O)O)Cl)F)C=1C=NN(C1)CC 1-(6-((2,6-dichloro-1-(1-ethyl-1H-pyrazol-4-yl)-7-fluoro-1H-indol-3-yl)thio)pyridin-2-yl)cyclopropanecarboxylic acid